C[C@@H]1CN(CCC1)CC=1NC=2C(N(C=C(C2C1)C1CC1)C1=NC(=CC(=C1)C1=C(C=C(C=C1)F)C(=O)N1CCC1)C1CC1)=O 2-{[(S)-3-methyl-1-piperidyl]methyl}-6-(4-{2-[(1-azetidinyl)carbonyl]-4-fluorophenyl}-6-cyclopropyl-2-pyridyl)-4-cyclopropyl-1,6-dihydro-1,6-diaza-7-indenone